(S)-(+)-phenylglycinol C1=CC=C(C=C1)[C@@H](CO)N